3-(4-Fluoro-2-(trifluoromethyl)benzyl)-2-(methylcarbamoyl)-5,6-dihydroimidazo[1,2-a]pyrazine FC1=CC(=C(CC2=C(N=C3N2CCN=C3)C(NC)=O)C=C1)C(F)(F)F